5-[(2R,3R)-2-(3-methoxy-2-methyl-phenyl)pyrrolidin-3-yl]-1,3,3a,4,6,6a-hexahydrofuro[3,4-c]pyrrole COC=1C(=C(C=CC1)[C@H]1NCC[C@H]1N1CC2C(C1)COC2)C